(S)-2-methyl-2-tert-butoxycarbonylamino-3-(4-nitrophenoxyformyloxy)propionic acid ethyl ester C(C)OC([C@](COC(=O)OC1=CC=C(C=C1)[N+](=O)[O-])(NC(=O)OC(C)(C)C)C)=O